FC(OC1=CC=C(C=C1)C1=NN=C(S1)N)(F)F 5-(4-(trifluoromethoxy)phenyl)-1,3,4-thiadiazol-2-amine